ClC(OC1=CC=C(C=C1)NC(C1=CN=C(C(=C1)NC=1C(=NC=CC1)C#N)N1C[C@@H](CC1)O)=O)(F)F (R)-N-(4-(chlorodifluoromethoxy)phenyl)-5-((2-cyanopyridin-3-yl)amino)-6-(3-Hydroxypyrrolidin-1-yl)nicotinamide